FC1=C(C=CC(=C1)C=1C=C2C=NN(C2=CC1)C)C(N(C(=O)[C@H]1[C@H]2CC[C@@H](C1)C2)C=2C=C(C=NC2)/C=C/C(=O)OC)[2H] methyl (E)-3-(5-((1S,2R,4R)-N-((2-fluoro-4-(1-methyl-1H-indazol-5-yl)phenyl)methyl-d)bicyclo[2.2.1]heptane-2-carboxamido)pyridin-3-yl)acrylate